FC(CN1N=C(C(=C1)C=1C2=C(N=CN1)C=C(C(=N2)NC(=O)[C@@H]2N(CC2)C)OC)C2=CC=CC=C2)F (R)-N-(4-(1-(2,2-difluoroethyl)-3-phenyl-1H-pyrazol-4-yl)-7-methoxypyrido[3,2-d]pyrimidin-6-yl)-1-methylazetidine-2-carboxamide